(Z)-4-(2-(3-bromo-2-hydroxyphenyl)hydrazono)-2-(3,4-dimethylphenyl)-5-methyl-2,4-dihydro-3H-pyrazol-3-one BrC=1C(=C(C=CC1)N\N=C\1/C(N(N=C1C)C1=CC(=C(C=C1)C)C)=O)O